2-(4-cyclopropyl-6-methoxypyrimidin-5-yl)-4-((2-(trimethylsilyl)ethoxy)methyl)-6,7-dihydro-[1,2,4]triazolo[1,5-a]pyrimidin-5(4H)-one C1(CC1)C1=NC=NC(=C1C1=NN2C(N(C(CC2)=O)COCC[Si](C)(C)C)=N1)OC